CN(C1(CCC2(CN(C(N2CCCOC(F)(F)F)=O)CC2=CC=C(C=C2)OC)CC1)C1=CC=CC=C1)C cis-8-dimethylamino-3-[(4-methoxyphenyl)-methyl]-8-phenyl-1-[3-(trifluoromethoxy)-propyl]-1,3-diazaspiro[4.5]decan-2-one